NC1=C2N=CN(C2=NC(=N1)Cl)[C@H]1[C@@H]([C@@]([C@H](O1)COC(C(=O)O)(C(=O)O)CC1=CC(=CC=C1)C(F)(F)F)(O)C#C)O 2-(((2R,3s,4r,5r)-5-(6-amino-2-chloro-9H-purin-9-yl)-3-ethynyl-3,4-dihydroxytetrahydrofuran-2-yl)methoxy)-2-(3-(trifluoromethyl)benzyl)malonic acid